BrCC=1N=NC(=NN1)CCO[Si](C)(C)C(C)(C)C 3-(bromomethyl)-6-(2-(tert-butyldimethylsilyloxy)ethyl)-1,2,4,5-tetrazine